N(=[N+]=[N-])CC(=O)NC(C(=O)N[C@H](C(=O)NC1=CC(=C(C=C1)CO)CNC)C)=C (S)-2-(2-azidoacetamido)-N-((S)-1-((4-(hydroxymethyl)-3-((methylamino)methyl)phenyl)amino)-1-oxopropan-2-yl)propenamide